3-(hydroxymethyl)thiomorpholine-4-carboxylic acid tert-butyl ester 1,1-dioxide C(C)(C)(C)OC(=O)N1C(CS(CC1)(=O)=O)CO